1-(methoxymethyl)cyclopropylcarboxylic acid COCC1(CC1)C(=O)O